silver-gallium-indium-selenium [Se].[In].[Ga].[Ag]